bicyclo[3.2.1]Oct-3-ene-2-carboxylic acid methyl ester COC(=O)C1C2CCC(C=C1)C2